trans-ethyl 2-(3-chloro-4-(dimethylcarbamoyl)phenoxy)cyclopropanecarboxylate ClC=1C=C(O[C@H]2[C@@H](C2)C(=O)OCC)C=CC1C(N(C)C)=O